4-(methoxymethyl)-2-methyl-6-nitroaniline COCC1=CC(=C(N)C(=C1)[N+](=O)[O-])C